tert-butyl 4-((3S)-10-chloro-11-(5-chloro-2,4-difluorophenyl)-3-methoxy-6-oxo-3,4-dihydro-2H,6H-[1,4]thiazepino[2,3,4-ij]quinazolin-8-yl)piperazine-1-carboxylate ClC=1C=C2C(=NC(N3C2=C(C1C1=C(C=C(C(=C1)Cl)F)F)SC[C@H](C3)OC)=O)N3CCN(CC3)C(=O)OC(C)(C)C